2-n-octyl-4-isothiazolinon C(CCCCCCC)N1SC=CC1=O